beta-carotene-linoleic acid C([C@@]1(C)CCCC(C)=C1\C=C\C(\C)=C\C=C\C(\C)=C\C=C\C=C(/C)\C=C\C=C(/C)\C=C\C1=C(C)CCCC1(C)C)CCCCC\C=C/C\C=C/CCCCCCCC(=O)O